(4-(4-(tert-butyl)phenoxy)butanoyl)glycine tert-butyl-(3R)-4-(chlorocarbonyl)-3-methylpiperazine-1-carboxylate C(C)(C)(C)C1N(CCN([C@@H]1C)C(=O)Cl)C(=O)O.C(C)(C)(C)C1=CC=C(OCCCC(=O)NCC(=O)O)C=C1